aminobutyric acid (α-aminobutyrate) NC(C(=O)O)CC.NC(C(=O)O)CC